C1(CC1)C=1OC=C(N1)C=1C=C(C=CC1)N(C(=O)[C@@H]1CC[C@H](CC1)C(=O)O)C[C@@H]1CC[C@H](CC1)C=1C=NC(=CC1)N(C)C trans-4-((3-(2-Cyclopropyloxazol-4-yl)phenyl)((trans-4-(6-(dimethylamino)pyridine-3-yl)cyclohexyl)methyl)carbamoyl)cyclohexane-carboxylic acid